OC1(CCC(CC1)(C)C)C(=O)N1CC2(CC2)C[C@H]1C(=O)N[C@@H](C[C@H]1C(NCC1)=O)C(COC(F)(F)F)=O (S)-5-(1-hydroxy-4,4-dimethylcyclohexane-1-carbonyl)-N-((S)-3-oxo-1-((S)-2-oxopyrrolidin-3-yl)-4-(trifluoromethoxy)butan-2-yl)-5-azaspiro[2.4]heptane-6-carboxamide